3-((3-methyl-2-oxobutyl)carbamoyl)cyclopentane-1-carboxylic acid CC(C(CNC(=O)C1CC(CC1)C(=O)O)=O)C